4-(4,5-dihydro-1H-imidazol-2-yl)phenol N1C(=NCC1)C1=CC=C(C=C1)O